FC1=C(C=CC=C1)OC 1-fluoro-2-methoxybenzene